3-methylbenzo[d]isoxazol-5-amin CC1=NOC2=C1C=C(C=C2)N